r-(2,2,2-trichloroethane-1,1-diyl)bis(4-chlorobenzene) ClC(C(C1=CC=C(C=C1)Cl)C1=CC=C(C=C1)Cl)(Cl)Cl